7-chloro-5-iodo-2,3-dihydrobenzo[b][1,4]dioxine ClC=1C=C(C2=C(OCCO2)C1)I